6-(chloromethyl)-N2-(4-(3-(prop-2-yn-1-yloxy)phenoxy)phenyl)-1,3,5-triazine-2,4-diamine ClCC1=NC(=NC(=N1)NC1=CC=C(C=C1)OC1=CC(=CC=C1)OCC#C)N